ClC=1C=C2C(=C(N(C2=CC1)C(=O)N)O)C(=O)C=1SC(=CC1)CSC 5-chloro-2-hydroxy-3-(5-((methylthio)methyl)thiophene-2-carbonyl)-1H-indole-1-carboxamide